CC(=CCCP(=O)(OC1=CC=CC=C1)N[C@@H](C)C(=O)OCC1=CC=C(C=C1)NC([C@H](C)N=[N+]=[N-])=O)C 4-((S)-2-Azidopropanamido)benzyl ((4-methylpent-3-en-1-yl)(phenoxy)phosphoryl)-L-alaninate